N,3'-dimethyl-1'-((8-methyl-6-oxo-7-(trifluoromethyl)-5,6-dihydro-1,5-naphthyridin-3-yl)methyl)-1',2',3',6'-tetrahydro-[3,4'-bipyridine]-6-carboxamide CNC(=O)C1=CC=C(C=N1)C=1C(CN(CC1)CC=1C=NC=2C(=C(C(NC2C1)=O)C(F)(F)F)C)C